N-((S)-5-((1R,2S)-2-(4-fluorophenyl)cyclopropylamino)-1-(4-methylpiperazin-1-yl)-1-oxopentan-2-yl)-4-(1H-1,2,3-triazol-1-yl)benzamide FC1=CC=C(C=C1)[C@H]1[C@@H](C1)NCCC[C@@H](C(=O)N1CCN(CC1)C)NC(C1=CC=C(C=C1)N1N=NC=C1)=O